C12(CC3CC(CC(C1)C3)C2)C2CCNCC2 4-tricyclo[3.3.1.13,7]dec-1-yl-piperidine